C(C)C1=NN2C(C=C(C=C2C)N2CC3(C2)CN(CC3)C(=O)C3CN(C3)C)=C1N(C=1SC(=C(N1)C1=CC=C(C=C1)F)C#N)C 2-((2-ethyl-7-methyl-5-(6-(1-methylazetidine-3-carbonyl)-2,6-diazaspiro[3.4]octane-2-yl)pyrazolo[1,5-a]pyridin-3-yl)(methyl)amino)-4-(4-fluorophenyl)thiazole-5-carbonitrile